1-methyl-3-(2,2,6-trimethylcyclohexyl)-propyldimethylammonium chloride [Cl-].CC(CCC1C(CCCC1C)(C)C)[NH+](C)C